S(=O)(O)O.C(C)OCC=C ethoxymethyl ethylene sulfite